Tert-butyl (R)-(2-(5-bromo-3-(2-fluoro-6-(trifluoromethyl)benzyl)-4-methyl-2,6-dioxo-3,6-dihydropyrimidin-1(2H)-yl)-1-phenylethyl)carbamate BrC1=C(N(C(N(C1=O)C[C@@H](C1=CC=CC=C1)NC(OC(C)(C)C)=O)=O)CC1=C(C=CC=C1C(F)(F)F)F)C